N1=C2C(=CC(=C1)C=O)CCOC2 5,8-Dihydro-6H-pyrano[3,4-b]pyridine-3-carbaldehyde